(1R,3R)-3-[[1-[2-[(4-methoxyphenyl)methoxy]-4-(trifluoromethyl)phenyl]pyrido[3,4-d]pyridazin-4-yl]amino]-1-methyl-cyclohexanol COC1=CC=C(C=C1)COC1=C(C=CC(=C1)C(F)(F)F)C1=C2C(=C(N=N1)N[C@H]1C[C@@](CCC1)(O)C)C=NC=C2